C1CCC2=NC3=C(C(=C21)NC(=O)N=[S@](=O)(N)C2=CC(=CC=C2)C(C)(C)O)CCC3 (R)-N'-((1,2,3,5,6,7-hexahydrodicyclopenta[b,e]pyridin-8-yl)carbamoyl)-3-(2-hydroxypropan-2-yl)benzene-sulfonimidamide